(R)-N-(1-((4-Hydroxy-1-(3-phenylbutanoyl)piperidin-4-yl)methyl)-6-oxo-1,6-dihydropyrimidin-4-yl)-N-(2-(pyrrolidin-1-yl)ethyl)acetamide OC1(CCN(CC1)C(C[C@@H](C)C1=CC=CC=C1)=O)CN1C=NC(=CC1=O)N(C(C)=O)CCN1CCCC1